N1(CCCC2=NC=CC=C12)C(=O)[O-] 3,4-dihydro-1,5-naphthyridin-1(2H)-carboxylat